C(C)NCC.C(C1=CC=CC=C1)(=O)NC=1SC2=C(C1C(=O)O)CCC(C2)C2=CC=CC=C2 2-benzamido-6-phenyl-4,5,6,7-tetrahydrobenzothiophene-3-carboxylic acid diethylamine salt